2,4,8,10-tetra-tert-butyl-6-[3-(3-methyl-4-hydroxy-5-t-butylphenyl)propoxy]dibenzo[d,f][1,3,2]dioxaphosphepin C(C)(C)(C)C1=CC2=C(OP(OC3=C2C=C(C=C3C(C)(C)C)C(C)(C)C)OCCCC3=CC(=C(C(=C3)C(C)(C)C)O)C)C(=C1)C(C)(C)C